(R)-2-amino-N-((5-cyanopyridin-2-yl)methyl)-3-methyl-N-(1-(pyrimidin-2-yl)ethyl)quinoline-6-carboxamide NC1=NC2=CC=C(C=C2C=C1C)C(=O)N([C@H](C)C1=NC=CC=N1)CC1=NC=C(C=C1)C#N